FC=1C(=C2C(=NC(=NN2C1)NC1CCC2(CC2)CC1)OC)C=1C=NC=2N(C1)C(=CN2)C(=O)NC 6-(6-fluoro-4-methoxy-2-(spiro[2.5]octan-6-ylamino)pyrrolo[2,1-f][1,2,4]triazin-5-yl)-N-methylimidazo[1,2-a]pyrimidine-3-carboxamide